CC1=C(C=C(OC2=CC=C(C=N2)N2C(NC=3C2=NC=CC3)=O)C=C1)OC(F)(F)F 3-[6-[4-methyl-3-(trifluoromethoxy)phenoxy]-3-pyridinyl]-1H-imidazo[4,5-b]pyridin-2-one